CC1=C[C@H]([C@@H](CC1)C(=C)C)C1=C(C=C(C=C1O)CCCCC)O 2-[(1R,6R)-3-methyl-6-(prop-1-en-2-yl)-cyclohex-2-enyl]-5-pentylbenzen-1,3-diol